N-(1-methylazetidin-3-yl)-[2,3'-bipyridine]-6-carboxamide CN1CC(C1)NC(=O)C1=CC=CC(=N1)C=1C=NC=CC1